[Co].C(CCC)N1C=NC=C1 1-butyl-imidazole cobalt